1-(2'-hydroxyethyl)imidazole OCCN1C=NC=C1